N-((5-phenyl-1,3,4-thiadiazol-2-yl)methyl)-1-(pyridin-3-yl)-1H-1,2,3-triazole-4-carboxamide C1(=CC=CC=C1)C1=NN=C(S1)CNC(=O)C=1N=NN(C1)C=1C=NC=CC1